C1(CC1)[C@]1(C(N(C[C@H]1C)C=1C=2N(N=CC1)C=C(C2)N2N=CC=C2)=O)C#N (3R,4S)-3-cyclopropyl-4-methyl-2-oxo-1-(6-pyrazol-1-ylpyrrolo[1,2-b]pyridazin-4-yl)pyrrolidine-3-carbonitrile